2-(1-(2',5'-Dimethoxy-[1,1'-biphenyl]-4-yl)-1H-1,2,3-triazol-4-yl)pyridine COC1=C(C=C(C=C1)OC)C1=CC=C(C=C1)N1N=NC(=C1)C1=NC=CC=C1